isovaleric acid anion C(CC(C)C)(=O)[O-]